azetidin-1-yl-6-methylpyrimidine N1(CCC1)C1=NC(=CC=N1)C